ClC=1C(=C(C(=CC1Cl)Cl)OC(C(=O)OC1=C(C(=C(C=C1Cl)Cl)Cl)C(=O)OCCCC1=CC=CC=C1)=O)C(=O)OCCCC1=CC=CC=C1 bis{3,4,6-trichloro [(3-phenylpropoxy)carbonyl] phenyl}oxalate